FC1(OC2=C(O1)C=CC=C2B2OC(C(O2)(C)C)(C)C)F 2-(2,2-difluoro-1,3-benzodioxol-4-yl)-4,4,5,5-tetramethyl-1,3,2-dioxaborolane